O1C(CC1)CN1C=NC2=C1C=C(C=C2)C(=O)O (oxetan-2-ylmethyl)-1H-benzo[d]imidazole-6-carboxylic acid